tert-butyl 8-(2-ethoxy-2-oxoethylidene)-3-azabicyclo[3.2.1]octane-3-carboxylate C(C)OC(C=C1C2CN(CC1CC2)C(=O)OC(C)(C)C)=O